NCC(O)C1=C(C=CC=C1)OC 2-amino-1-(2-methoxyphenyl)ethan-1-ol